(3-{[2-(trimethylsilyl)ethoxy]methyl}-1,3-benzodiazol-5-yl)benzamide C[Si](CCOCN1C=NC2=C1C=C(C=C2)C2=C(C(=O)N)C=CC=C2)(C)C